C(C=C)OCCC(C(=O)OC)(C)C methyl 4-(allyloxy)-2,2-dimethylbutanoate